OC(C#N)C1=CC(=CC=C1)OCC(F)(F)F 2-hydroxy-2-(3-(2,2,2-trifluoroethoxy)phenyl)acetonitrile